(1-(4-(4-isopropyl-5-(8-methyl-[1,2,4]triazolo[1,5-a]pyridin-6-yl)-1H-pyrazol-3-yl)benzyl)azetidine-3,3-diyl)dimethanol C(C)(C)C=1C(=NNC1C=1C=C(C=2N(C1)N=CN2)C)C2=CC=C(CN1CC(C1)(CO)CO)C=C2